N5-[6-(diethylamino)-3-pyridinyl]-N2,N2-dimethyl-2,5-Pyrimidinediamine C(C)N(C1=CC=C(C=N1)NC=1C=NC(=NC1)N(C)C)CC